methyl (E)-3-(4-hydroxyphenyl)acrylate OC1=CC=C(C=C1)/C=C/C(=O)OC